N-(4-(4-(2,3-dichlorophenyl)piperazin-1-yl)butyl)-5,6,7,8-tetrahydrobenzo[4,5]thieno[2,3-d]pyrimidin-4-amine ClC1=C(C=CC=C1Cl)N1CCN(CC1)CCCCNC=1C2=C(N=CN1)SC1=C2CCCC1